2-[(2S)-1-tert-butoxycarbonyl-pyrrolidin-2-yl]acetic acid C(C)(C)(C)OC(=O)N1[C@@H](CCC1)CC(=O)O